CC1(N(C[C@H](C1)C)C1=NC=CC=C1C(=O)N)C ((4S)-2,2,4-trimethylpyrrolidin-1-yl)pyridine-3-carboxamide